5-chloro-N-((1r,4r)-4-((3-(imidazo[1,5-a]pyridin-6-yl)-2-oxo-2,3-dihydro-1H-benzo[d]imidazol-1-yl)methyl)cyclohexyl)-2-(trifluoromethyl)nicotinamide ClC=1C=NC(=C(C(=O)NC2CCC(CC2)CN2C(N(C3=C2C=CC=C3)C=3C=CC=2N(C3)C=NC2)=O)C1)C(F)(F)F